N-[3-(azepan-1-yl)-4-(5,6,7,8-tetrahydroimidazo[1,5-a]pyrazin-3-yl)phenyl]cyclopropanecarboxamide N1(CCCCCC1)C=1C=C(C=CC1C1=NC=C2N1CCNC2)NC(=O)C2CC2